ClC=1N(C(C2=C(N1)N(C=C2C2=C(C1=C(N(N=C1C(=C2)Cl)C)Cl)Cl)COCC[Si](C)(C)C)=O)C 2-chloro-3-methyl-5-(3,4,7-trichloro-2-methyl-2H-indazol-5-yl)-7-((2-(trimethyl-silyl)ethoxy)methyl)-3,7-dihydro-4H-pyrrolo[2,3-d]pyrimidin-4-one